OC/C(=C/C=C/C(=C\C=C\C=C(/C=C/C=C(/C=C/C1=C(C[C@H](CC1(C)C)O)C)\C)\C)/C)/C (1r)-4-[(1e,3e,5e,7z,9e,11z,13e,15e)-17-hydroxy-3,7,12,16-tetramethylheptadeca-1,3,5,7,9,11,13,15-octaen-1-yl]-3,5,5-trimethylcyclohex-3-en-1-ol